C(C1=CC=CC=C1)OC(F)(F)F trifluoromethyl benzyl ether